C(C)(C)(C)N1N=CC(=C1F)C(=O)NC1=C(C=C(C(=C1)C=1C=C2C=NN(C2=C(C1)N1CCOCC1)[C@@H]1CN(CCC1)C)C)F 1-Tert-butyl-5-fluoro-N-(2-fluoro-4-methyl-5-{1-[(3S)-1-methylpiperidin-3-yl]-7-(morpholin-4-yl)indazol-5-yl}phenyl)pyrazole-4-carboxamide